OC=1C=NN(C1)C(C)=O 1-(4-hydroxy-1H-pyrazol-1-yl)ethan-1-one